C(C1=CC=CC=C1)(=O)OC(C)C(C(C)OC(C1=CC=CC=C1)=O)(CCCC)C 3-methyl-3-butyl-2,4-Pentanediol dibenzoate